CN1N=C(C2=CC=CC(=C12)N1CCC(CC1)CC1CCNCC1)N1C(NC(CC1)=O)=O 1-[1-methyl-7-[4-(4-piperidylmethyl)-1-piperidyl]indazol-3-yl]hexahydro-pyrimidine-2,4-dione